toluene-butanone C(C1=CC=CC=C1)CCC(C)=O